OC=1C=C(C=CC1O)CC=O 3,4-Dihydroxyphenylacetaldehyde